N-(2-(azepan-1-yl)ethyl)-2,6-dimethylaniline N1(CCCCCC1)CCNC1=C(C=CC=C1C)C